2-(tert-Butyl)-2'-methyl-6-phenyl-1'H-spiro[benzo[d][1,3]oxazine-4,4'-isoquinoline]-1',3'(2'H)-dione C(C)(C)(C)C=1OC2(C(N(C(C3=CC=CC=C23)=O)C)=O)C2=C(N1)C=CC(=C2)C2=CC=CC=C2